tert-butyl 5-[5-[[4,5-dimethyl-6-(methylamino) pyrimidin-2-yl]amino]-6-fluoro-2,3-dihydrobenzofuran-7-yl]-2,3,4,7-tetrahydroazepine-1-carboxylate CC1=NC(=NC(=C1C)NC)NC=1C(=C(C2=C(CCO2)C1)C=1CCCN(CC1)C(=O)OC(C)(C)C)F